FC=1C=C(C(=C(C1)N1N=CN=C1)OC)[N+](=O)[O-] (5-fluoro-2-methoxy-3-nitrophenyl)-1H-1,2,4-triazole